FC(C(=O)N1CC(C2=C(CC1)C=CC=C2)O)(F)F 2,2,2-trifluoro-1-(1-hydroxy-4,5-dihydro-1H-benzo[d]azepin-3(2H)-yl)ethanone